ClC=1C=C2C=CN(C2=C(C1)C1=C2C(=NC=C1)C=C(S2)CN2C(N(C=C(C2=O)C(F)(F)F)CC)=O)CC2(CCNCC2)C#N 4-((5-Chloro-7-(2-((3-ethyl-2,6-dioxo-5-(trifluoromethyl)-3,6-dihydropyrimidine-1(2H)-yl)methyl)thieno[3,2-b]pyridin-7-yl)-1H-indol-1-yl)methyl)piperidine-4-carbonitrile